C(#N)C1=CC=2N(N=C1)C(=CC2)C2=CC(=C(C=N2)B(O)O)NC (6-(3-cyanopyrrolo[1,2-b]pyridazin-7-yl)-4-(methylamino)pyridin-3-yl)boronic acid